((2R,3S,4R,5R)-5-(4-aminopyrrolo[2,1-f][1,2,4]triazin-7-yl)-5-cyano-3,4-dihydroxytetrahydrofuran-2-yl)methyl 2-cyclohexylacetate C1(CCCCC1)CC(=O)OC[C@H]1O[C@@]([C@@H]([C@@H]1O)O)(C#N)C1=CC=C2C(=NC=NN21)N